1,2-dihydro-2-oxo-3,6-quinolinedicarboxylic acid O=C1NC2=CC=C(C=C2C=C1C(=O)O)C(=O)O